[4-(5-Methyloxazolo[4,5-b]pyridin-2-yl)piperazin-1-yl]-[5-methyl-6-(1H-pyrazol-4-yl)-3-pyridyl]methanone CC1=CC=C2C(=N1)N=C(O2)N2CCN(CC2)C(=O)C=2C=NC(=C(C2)C)C=2C=NNC2